NC1=NC=CC=C1C1=NC=2C(=NC(=CC2)C2=CC=CC=C2)N1C1=CC=C(CN2CCC3(CCN(CC3)C3=CC(=C(C=O)C=C3)O)CC2)C=C1 4-(9-(4-(2-(2-aminopyridin-3-yl)-5-phenyl-3H-imidazo[4,5-b]pyridin-3-yl)benzyl)-3,9-diazaspiro[5.5]undecan-3-yl)-2-hydroxybenzaldehyde